5-[[4-[(6,7-Dimethoxy-1,5-naphthyridin-4-yl)oxy]-3-fluorophenyl]carbamoyl]-3-(4-fluorophenyl)-1-methyl-4-oxopyridine-2-carboxylic acid COC=1N=C2C(=CC=NC2=CC1OC)OC1=C(C=C(C=C1)NC(=O)C=1C(C(=C(N(C1)C)C(=O)O)C1=CC=C(C=C1)F)=O)F